C(C)OC=1C(=NC(=C(C1)N1[C@@H](CN(CC1)C(=O)N1CCC2=CC=CC(=C12)F)CC)C(=O)N[C@H]1CNCC1)C=1C=NC=CC1 ethoxy-5-[(2R)-2-ethyl-4-(7-fluoro-2,3-dihydro-1H-indole-1-carbonyl)piperazin-1-yl]-N-[(3R)-pyrrolidin-3-yl]-[2,3'-bipyridine]-6-carboxamide